CC(=O)[C@@]1([C@@H]([C@@H]([C@H](O1)CO)O)O)N2C=NC3=C(N=CN=C32)N Acetyl-adenosine